N,N-dipropyl-N-Methyl-N-pentylammonium bis(trifluoromethanesulfonyl)imide [N-](S(=O)(=O)C(F)(F)F)S(=O)(=O)C(F)(F)F.C(CC)[N+](CCCCC)(C)CCC